CC1(COCC1)C1(NC(=CC=C1N)C1=NC=CC=C1)N 2-(3-methyltetrahydrofuran-3-yl)-6-(2-pyridinyl)pyridine-2,3-diamine